2-(6-{1-[(1R,3S,4S)-2-azabicyclo[2.2.1]heptane-3-carbonyl]-3-fluoroazetidin-3-yl}imidazo[1,5-a]pyridin-8-yl)-N-ethyl-5-fluoro-N-(isopropyl)benzamide [C@@H]12N[C@@H]([C@@H](CC1)C2)C(=O)N2CC(C2)(F)C=2C=C(C=1N(C2)C=NC1)C1=C(C(=O)N(C(C)C)CC)C=C(C=C1)F